N1C=C(C2=CC=CC=C12)B1OC(C)(C)C(C)(C)O1 indole-3-boronic acid pinacol ester